C(C)(C)C1=C(C(=CC(=C1)C(C)C)C(C)C)S(=O)(=O)OC1CCCCC1 cyclohexyl 2,4,6-triisopropylbenzenesulfonate